CC1=C(OC=2CCC3=CN(N=C3C21)CC2(COC2)C)C(=O)OCC ethyl 8-methyl-2-[(3-methyloxetan-3-yl)methyl]-4,5-dihydro-2H-furo[2,3-g]indazole-7-carboxylate